(R)-1-(5-((2,3-dihydro-[1,4]dioxino[2,3-b]pyridin-7-yl)sulfonyl)-3,4,5,6-tetrahydropyrrolo[3,4-c]pyrrol-2(1H)-yl)-3-hydroxy-2-phenylpropan-1-one O1CCOC2=NC=C(C=C21)S(=O)(=O)N2CC1=C(C2)CN(C1)C([C@@H](CO)C1=CC=CC=C1)=O